N-(6-amino-5-methyl-3-pyridyl)-2-[(2R)-2-(1H-indazol-5-yl)-1-piperidyl]-2-oxo-acetamide NC1=C(C=C(C=N1)NC(C(=O)N1[C@H](CCCC1)C=1C=C2C=NNC2=CC1)=O)C